FC(C=1C=CC=2NC(NC(C2N1)=O)=O)(F)F 6-(trifluoromethyl)pyrido[3,2-d]pyrimidine-2,4(1H,3H)-dione